COC(=O)C1=NC=CC2=C1C=NN2COCC[Si](C)(C)C 1-((2-(trimethylsilyl)ethoxy)methyl)-1H-pyrazolo(4,3-c)pyridine-4-carboxylic acid methyl ester